C(C)C=1C=CC=C2C=CC=C(C12)C1=C(C=2N=C(N=C(C2C=N1)N1CC2(CNC(N2)=O)CCC1)OCC12CCCN2CCC1)F 7-(7-(8-ethylnaphthalen-1-yl)-8-fluoro-2-((hexahydro-1H-pyrrolizin-7a-yl)methoxy)pyrido[4,3-d]pyrimidin-4-yl)-1,3,7-triazaspiro[4.5]decan-2-one